ClC1(C(C1C1=CC(=CC=C1)Cl)C(=O)N)Cl 2,2-dichloro-3-(3-chlorophenyl)cyclopropane-1-carboxamide